tolyloxyacetic acid C1(=C(C=CC=C1)OCC(=O)O)C